(E)-6-chloro-3-(3-(6-methoxypyridin-3-yl)acryloyl)-4-methylquinolin-2(1H)-one ClC=1C=C2C(=C(C(NC2=CC1)=O)C(\C=C\C=1C=NC(=CC1)OC)=O)C